N-(6-((5-(aminomethyl)thiazol-2-yl)oxy)-4-methoxybenzo[d]isoxazol-3-yl)-6-methoxy-2,3-dihydro-1H-indene-5-sulfonamide hydrochloride Cl.NCC1=CN=C(S1)OC1=CC2=C(C(=NO2)NS(=O)(=O)C=2C=C3CCCC3=CC2OC)C(=C1)OC